potassium peroxydisulfate salt S(=O)(=O)([O-])OOS(=O)(=O)[O-].[K+].[K+]